2-bromo-5-(1-fluorovinyl)-1,3-dimethylbenzene BrC1=C(C=C(C=C1C)C(=C)F)C